CC1(OC(C(C(O1)=O)CCCNC(=O)OC(C)(C)C)=O)C 2,2-dimethyl-5-(3-tert-butoxycarbonylamino-propyl)-[1,3]dioxane-4,6-dione